C1(CC1)C1(NC(NC1=O)=O)C1=CC=C(C(=O)O)C=C1 4-(4-cyclopropyl-2,5-dioxoimidazolidin-4-yl)benzoic acid